NC(C(=C)[N+](=O)[O-])NC1=NNC(=C1[N+](=O)[O-])N 3-amino-3-((5-amino-4-nitro-1H-pyrazol-3-yl)amino)-2-nitropropene